4-(3-Chloroanilino)-2'-[(2R)-3-{[5-(difluoromethoxy)-5,6,7,8-tetrahydroquinolin-4-yl]oxy}-2-methylpropyl]-2',3'-dihydrospiro[cyclohexane-1,1'-indene]-4-carboxylic acid ClC=1C=C(NC2(CCC3(C(CC4=CC=CC=C34)C[C@H](COC3=CC=NC=4CCCC(C34)OC(F)F)C)CC2)C(=O)O)C=CC1